(2,6-Dichloropyridin-4-yl)methyl (S)-2-aminopentanoate hydrochloride Cl.N[C@H](C(=O)OCC1=CC(=NC(=C1)Cl)Cl)CCC